CC1(CC=C(CC1)C1=NC(=CC=C1NC(OC(C)(C)C)=O)C1C(C(NC(C1([2H])[2H])(C([2H])([2H])[2H])C([2H])([2H])[2H])(C([2H])([2H])[2H])C([2H])([2H])[2H])([2H])[2H])C tert-butyl N-[2-(4,4-dimethylcyclohexen-1-yl)-6-[3,3,5,5-tetradeuterio-2,2,6,6-tetrakis(trideuteriomethyl)-4-piperidyl]-3-pyridyl]carbamate